(2-(2-Propylaminoethoxy)ethoxy)propionic acid C(CC)NCCOCCOC(C(=O)O)C